glyceryl caprylate (glyceryl caprylate) C(C(O)CO)C(C(=O)O)CCCCCC.C(CCCCCCC)(=O)OCC(O)CO